4,6-dichloro-7-methoxy-6'-(trifluoromethyl)spiro[indane-1,3'-indoline]-2'-one ClC1=C2CCC3(C(NC4=CC(=CC=C34)C(F)(F)F)=O)C2=C(C(=C1)Cl)OC